C(CCCCC)[C@H](C(=O)N(C)[C@H]([C@H](C1=CC=CC=C1)O)C)CCCCCCCC (S)-2-hexyl-N-((1S,2S)-1-hydroxy-1-phenylpropane-2-yl)-N-methyldecanoamide